CC1=NOC(=C1CNC1=NC=CC(=N1)C1=CC=CC=C1)C1=CC=C(C=N1)OC1CCCC1 cis-3-((6-(3-Methyl-4-(((4-phenylpyrimidin-2-yl)amino)methyl)isoxazol-5-yl)pyridin-3-yl)oxy)cyclopentan